BrC=1N=C2C(=NC1)N(C=C2C2=CC=C(C=C2)C(=O)N2CC1(COC1)C2)S(=O)(=O)C2=CC=C(C)C=C2 (4-(2-bromo-5-tosyl-5H-pyrrolo[2,3-b]pyrazin-7-yl)phenyl)(2-oxa-6-azaspiro[3.3]heptan-6-yl)methanone